ClC1=C(C=CC(=C1)/C=N/N=C/1\SCC(N1C1=C(C=CC=C1)C(C)C)=O)N1N=C(C(=C1)NC(C1=CC=C(C=C1)OC(F)(F)F)=O)C N-[1-[2-chloro-4-[(E)-[(Z)-[3-(2-isopropylphenyl)-4-oxo-thiazolidin-2-ylidene]hydrazono]methyl]phenyl]-3-methyl-pyrazol-4-yl]-4-(trifluoromethoxy)benzamide